C(#N)C(C(=O)OCCC)(C(C(=O)OCCC)C1CCCC1)C1CCCC1 di-n-propyl 2-cyano-2,3-dicyclopentylsuccinate